4-(2-pentyl-1-(4-(4-chlorophenoxy)phenyl)-1H-imidazol-4-yl)piperidine methyl-6'-(2-trityl-2H-tetrazol-5-yl)-[1,1':3',1''-terphenyl]-4-carboxylate COC(=O)C1=CC=C(C=C1)C1=CC(=CC=C1C=1N=NN(N1)C(C1=CC=CC=C1)(C1=CC=CC=C1)C1=CC=CC=C1)C1=CC=CC=C1.C(CCCC)C=1N(C=C(N1)C1CCNCC1)C1=CC=C(C=C1)OC1=CC=C(C=C1)Cl